FC(S(=O)(=O)N1C=NC=C1)(F)F 1-(Trifluoromethansulfonyl)imidazol